1-[(tert-butoxy)carbonyl]piperidine-2-carboxylic acid C(C)(C)(C)OC(=O)N1C(CCCC1)C(=O)O